ClC=1C=NC(=C(C(=O)NC2CCC(CC2)CN2C(N(C3=C2C=CC=C3)C3=C(C(=CC=C3)N(C)C)C#N)=O)C1)C 5-chloro-N-((1r,4r)-4-((3-(2-cyano-3-(dimethylamino)phenyl)-2-oxo-2,3-dihydro-1H-benzo[d]imidazol-1-yl)methyl)cyclohexyl)-2-methylnicotinamide